C1(CC1)C1=NC=C(C=N1)C=1C=C2C(=NC1)NC=C2C(=O)C=2C(=C(C(=CC2)F)NS(=O)(=O)C)F N-(3-(5-(2-cyclopropylpyrimidin-5-yl)-1H-pyrrolo[2,3-b]pyridine-3-carbonyl)-2,6-difluorophenyl)-methanesulfonamide